BrC=1C=C(SC1CCO)C(=O)OC methyl 4-bromo-5-(2-hydroxyethyl)thiophene-2-carboxylate